BrC1=C(C(=NC(=C1)Br)N)OCCCl 4,6-dibromo-3-(2-chloroethoxy)pyridin-2-amine